C1(CC1)C1=NSC(=N1)N1C=C(C(C2=C(C=C(N=C12)N1CC(C1)C(NCCOCC)=O)C)=O)C(=O)O 1-(3-cyclopropyl-1,2,4-thiadiazol-5-yl)7-{3-[(2-ethoxyethyl)carbamoyl]azetidin-1-yl}-5-methyl-4-oxo-1,4-dihydro-1,8-naphthyridine-3-carboxylic acid